6-bromo-2-(2,2,2-trifluoroethoxy)chromone BrC=1C=C2C(C=C(OC2=CC1)OCC(F)(F)F)=O